N1N=NC=C1[C@H]1CN(CC1)C(=O)N1CC(C1)C1=NOC(=N1)C1(CC1)C(F)(F)F [(3R)-3-(1H-Triazol-5-yl)pyrrolidin-1-yl]-[3-[5-[1-(trifluoromethyl)cyclopropyl]-1,2,4-oxadiazol-3-yl]azetidin-1-yl]methanone